O[C@@H]1CC[C@H](CC1)C=1C=C2C(=NC1)NC(N2C2CCN(CC2)C(C2=CC=C(C=C2)OC(F)(F)F)=O)=O trans-6-(4-hydroxycyclohexyl)-1-[1-[4-(trifluoromethoxy)benzoyl]-4-piperidyl]-3H-imidazo[4,5-b]pyridine-2-one